2,2'-((2-((2-aminoethyl)(2-(3-(2-((2-aminoethyl)(cyanomethyl)amino)ethyl)-2-oxoimidazolidin-1-yl)ethyl)amino)ethyl)azanediyl)diacetonitrile NCCN(CCN(CC#N)CC#N)CCN1C(N(CC1)CCN(CC#N)CCN)=O